Tert-butyl (4-(4,4,5,5-tetramethyl-1,3,2-dioxaborolane-2-yl)-5-((triisopropylsilyl)ethynyl)naphthalen-2-yl)carbamate CC1(OB(OC1(C)C)C1=CC(=CC2=CC=CC(=C12)C#C[Si](C(C)C)(C(C)C)C(C)C)NC(OC(C)(C)C)=O)C